(2S,3R)-methyl 3-(2-fluorophenyl)oxirane-2-carboxylate FC1=C(C=CC=C1)[C@@H]1[C@H](O1)C(=O)OC